COC1(C(C(=O)OC1=O)(CCC)OC)OC trimethoxy-propyl-succinic anhydride